5,5-dimethyl-4,5-dihydro-isoxazol-3-one CC1(CC(NO1)=O)C